CC1=C(C=2N(C=C1C1=C(C=3N=C(SC3N1)C1CCC(CC1)N1CC(C1)F)C(C)C)N=CN2)C 5-(7,8-dimethyl-[1,2,4]triazolo[1,5-a]pyridin-6-yl)-2-(4-(3-fluoroazetidin-1-yl)cyclohexyl)-6-isopropyl-4H-pyrrolo[3,2-d]thiazol